OC1(COC1)C1=CC=C(C=C1)C(=O)N1CCC(CC1)CC1=CC(=CC=C1)C(F)(F)F (4-(3-hydroxyoxetan-3-yl)phenyl)(4-(3-(trifluoromethyl)benzyl)piperidin-1-yl)methanone